ClC1=CC(=C(COC2=CC=CC(=N2)C2CCN(CC2)CC=2C=CC(=NC2OC)CCC(=O)O)C=C1)F 3-(5-((4-(6-((4-chloro-2-fluorobenzyl)oxy)pyridin-2-yl)piperidin-1-yl)methyl)-6-methoxypyridin-2-yl)propanoic acid